pentenyl-amine C(=CCCC)N